methyl 3-(2-(4,4-difluoroazepan-1-yl)-7-fluoroquinoline-3-carboxamido)benzoate FC1(CCN(CCC1)C1=NC2=CC(=CC=C2C=C1C(=O)NC=1C=C(C(=O)OC)C=CC1)F)F